CC1=C(C(=O)O)C=C(C(=C1)O)C 2,5-dimethyl-4-hydroxybenzoic acid